N,6-dibenzyl-2-methyl-5-oxo-5,6-dihydro-1,6-naphthyridine-3-carboxamide C(C1=CC=CC=C1)NC(=O)C=1C(=NC=2C=CN(C(C2C1)=O)CC1=CC=CC=C1)C